C(C)C1=C(C=CC(=C1C(F)(F)F)Cl)SCS o-ethyl-[4-chloro-3-(trifluoromethyl)phenyl]Sulfanyl-methyl mercaptan